The molecule is an organochlorine pesticide having a 3,6-dichlorinated 4-aminopicolinic acid structure. It has a role as a herbicide. It is an organochlorine pesticide, a member of pyridines and an aromatic amine. It derives from a picolinic acid. C1=C(C(=C(N=C1Cl)C(=O)O)Cl)N